C(C)(=O)C1=CC(=NC(=C1F)NC1=NNC(=C1)C)C[C@@]1(C[C@H](N(CC1)CC1=C(C(=CC=C1)Cl)F)C)C(=O)O (2R,4R)-4-((4-acetyl-5-fluoro-6-((5-methyl-1H-pyrazol-3-yl)amino)pyridin-2-yl)methyl)-1-(3-chloro-2-fluorobenzyl)-2-methylpiperidine-4-carboxylic acid